CC1=NOC(=C1C1=CC(=C(N)C=C1)OC)C 4-(3,5-dimethylisoxazol-4-yl)-2-methoxyaniline